4-[1-(5-fluoro-2,3-dihydro-1H-inden-4-yl)vinyl]-1H-imidazole FC=1C(=C2CCCC2=CC1)C(=C)C=1N=CNC1